C(#C)C1=CC(N(C=2N=C(N=CC21)NC2=CC=C(C=C2)N2CCN(CC2)C)C2CNCC2)=O 5-ethynyl-2-{[4-(4-methylpiperazin-1-yl)phenyl]amino}-8-(pyrrolidin-3-yl)pyrido[2,3-d]pyrimidin-7-one